OC(=O)C(F)(F)F.O1N[C@@H](CC1)C=1C=C(C=NC1)N1C(CCC1)=O 1-[5-[(3S)-isoxazolidin-3-yl]-3-pyridinyl]pyrrolidin-2-one TFA salt